CC1=C(C=NC(=C1)N1N=CC(=C1)CN1C(N[C@@H](C1)C=1C(=C2COC(C2=CC1)=O)C)=O)C#N (R)-4-methyl-6-(4-((4-(4-methyl-1-oxo-1,3-dihydroisobenzofuran-5-yl)-2-oxoimidazolidin-1-yl)methyl)-1H-pyrazol-1-yl)pyridine-3-carbonitrile